12-methoxyibogamine CC[C@H]1C[C@H]2C[C@H]3C4NC5C=CC(OC)=CC=5C=4CCN(C2)[C@@H]13